Lauraldehyd C(CCCCCCCCCCC)=O